dimethyl-(2-oxocyclohexyl)sulfonium triflate [O-]S(=O)(=O)C(F)(F)F.C[S+](C1C(CCCC1)=O)C